N-(4-methoxyphenyl)-6-(1H-pyrrolo[2,3-b]pyridin-3-yl)quinazolin-4-amine COC1=CC=C(C=C1)NC1=NC=NC2=CC=C(C=C12)C1=CNC2=NC=CC=C21